CC1(OB(OC1(C)C)C=1C(=C2C(=NC1)N(C=C2)COCC[Si](C)(C)C)N[C@H]2CN(CCC2)C(=O)OC(C)(C)C)C tert-butyl (R)-3-((5-(4,4,5,5-tetramethyl-1,3,2-dioxaborolan-2-yl)-1-((2-(trimethylsilyl)ethoxy)methyl)-1H-pyrrolo[2,3-b]pyridin-4-yl)amino)piperidine-1-carboxylate